NCC#CC1=C(C(=O)OC)C=CC(=C1)N1CCN(CC1)C1CNC1 methyl 2-(3-aminoprop-1-yn-1-yl)-4-(4-(azetidin-3-yl)piperazin-1-yl)benzoate